5-[4-[(3S)-1-(3-fluoropropyl)pyrrolidin-3-yl]oxyphenyl]-4-indolin-5-yl-9-methyl-2,3-dihydro-1-benzoxepin-8-ol FCCCN1C[C@H](CC1)OC1=CC=C(C=C1)C1=C(CCOC2=C1C=CC(=C2C)O)C=2C=C1CCNC1=CC2